2-[3-(7-chloro-1H-indol-4-yl)-2-(2,6-diethylphenyl)-6,7-dihydro-4H-pyrazolo[4,3-c]pyridin-5-yl]-5-methyl-pyrimidine-4-carboxylic acid ClC=1C=CC(=C2C=CNC12)C=1N(N=C2C1CN(CC2)C2=NC=C(C(=N2)C(=O)O)C)C2=C(C=CC=C2CC)CC